C[Si](C)(C)COCCN 2-((trimethylsilyl)methoxy)ethan-1-amine